3-hydroxypiperidin-1-Formic acid tert-butyl ester C(C)(C)(C)OC(=O)N1CC(CCC1)O